4-(3-(2-Aminopyrimidin-4-yl)-1-isopropyl-1H-pyrrolo[2,3-b]pyridin-5-yl)-2-methylbut-3-yn-2-ol NC1=NC=CC(=N1)C1=CN(C2=NC=C(C=C21)C#CC(C)(O)C)C(C)C